C(C1=CC=CC=C1)[N+](C1=CC=CC=C1)(C)C N-benzyl-N,N-dimethylanilinium